ClC1=CC=C2CC(N(CC2=C1)C=1C(=NC2=CC(=CC(=C2N1)[C@@H](C)NC1=C(C(=O)O)C=CC=C1)C)C#N)CO 2-(((1R)-1-(3-(7-chloro-3-(hydroxy-methyl)-3,4-dihydroisoquinolin-2(1H)-yl)-2-cyano-7-methylquinoxalin-5-yl)ethyl)amino)benzoic acid